ClC=1C=C(C=CC1OC(F)F)NC=1C2=C(N=CN1)C=CC(=N2)N2[C@H]1CN([C@@H](C2)CC1)C(C=C)=O 1-((1R,4R)-5-(4-((3-chloro-4-(difluoromethoxy)phenyl)amino)pyrido[3,2-d]pyrimidin-6-yl)-2,5-diazabicyclo[2.2.2]octan-2-yl)prop-2-en-1-one